N-(5-hydroxypyridin-2-yl)piperazine-1-carboxamide OC=1C=CC(=NC1)NC(=O)N1CCNCC1